FC1=C(C(=CC=C1F)F)CC(C)=O (2,3,6-trifluorophenyl)propan-2-one